O=C1NC(CCC1NC1=CC=C(C=C1)C1CCN(CC1)CCCCN1N=C2N=CC=C(C2=C1)C1=CC(=C(C=C1)CNC(OC(C)(C)C)=O)C)=O tert-butyl N-[[4-[2-[4-[4-[4-[(2,6-dioxo-3-piperidyl)amino]phenyl]-1-piperidyl]butyl]pyrazolo[3,4-b]pyridin-4-yl]-2-methyl-phenyl]methyl]carbamate